FC1=CC=C2C(=NC(=NC2=C1)C(=O)N)NC=1N=CN(C1)C1=CC(=C(C(=C1)OC)OC)OC 7-fluoro-4-((1-(3,4,5-trimethoxyphenyl)-1H-imidazol-4-yl)amino)quinazolin-2-carboxamide